C[C@@H]1CN=C2N1C1=CC=C(C=C1C(N2CC2=CN=C(N2)C)=O)S(=O)(=O)NC2(CC2)C (R)-1-methyl-4-((2-methyl-1H-imidazol-5-yl)methyl)-N-(1-methylcyclopropyl)-5-oxo-1,2,4,5-tetrahydroimidazo[1,2-a]quinazoline-7-sulfonamide